ClC(C1=NC=NC(=N1)C(Cl)(Cl)Cl)(Cl)Cl 4,6-bistrichloromethyl-s-triazine